(R)-1-(3-chloroisothiazol-4-yl)ethyl (1-methyl-4-(5-(methyl-sulfonamido)pyridin-2-yl)-1H-1,2,3-triazol-5-yl)carbamate CN1N=NC(=C1NC(O[C@H](C)C=1C(=NSC1)Cl)=O)C1=NC=C(C=C1)NS(=O)(=O)C